FC=1C=CC(=C(OCCC=2C(=NN(C2C)C)C(=O)NC)C1)C=1C=CC=2N(C1)C(=CN2)CNC 4-[2-(5-fluoro-2-{3-[(methylamino)methyl]imidazo[1,2-a]pyridin-6-yl}phenoxy)ethyl]-N,1,5-trimethyl-1H-pyrazole-3-carboxamide